FC1=C(C(=CC=C1)OC)C1=CC(=NC=C1C(=O)NC1=NN=C(S1)OCC=1C=C(C(=O)OC)C=CN1)C methyl 2-(((5-(4-(2-fluoro-6-methoxyphenyl)-6-methylnicotinamido)-1,3,4-thiadiazol-2-yl)oxy)methyl)isonicotinate